C(C1=CC=CC=C1)OC(=O)C1=CC2=C(N=C(N=C2N(C)C)N)N1C1CCCC1 2-amino-7-cyclopentyl-4-(dimethylamino)-7H-pyrrolo[2,3-d]pyrimidine-6-carboxylic acid benzyl ester